1-(((4-methoxy-3-nitrobenzyl)oxy)prop-2-yl)-7,8-dihydro-6H-pyrazolo[1,5-a]pyrrolo[3,2-e]pyrimidine-3-carboxamide COC1=C(C=C(COCC(C)N2CC(=C3N2C2=C(C=N3)CCN2)C(=O)N)C=C1)[N+](=O)[O-]